CNCC1=NC(=CC2=C1CN(C2=O)C2=NC(=CC=C2)C=2N1C(=NN2)CC[C@@H]1C)N(C(C)C)C 4-[(methyl-amino)methyl]-2-{6-[(5S)-5-methyl-6,7-dihydro-5H-pyrrolo[2,1-c][1,2,4]triazol-3-yl]pyridin-2-yl}-6-[methyl-(propan-2-yl)amino]-2,3-dihydro-1H-pyrrolo[3,4-c]pyridin-1-one